Cl.C1=CC=CC=2C3=CC=CC=C3C(C12)COC(=O)N1[C@@H](C[C@@H](C1)N(C)C)C(=O)O (2S,4S)-1-(((9H-fluoren-9-yl)methoxy)carbonyl)-4-(dimethylamino)pyrrolidine-2-carboxylic acid, hydrochloride